N-(4-(5-(6-methyl-2-morpholinopyrimidin-4-yl)-4H-1,2,4-triazol-3-yl)-3-(6-azaspiro[2.5]oct-6-yl)phenyl)-N-(methylsulfonyl)methanesulfonamide CC1=CC(=NC(=N1)N1CCOCC1)C=1NC(=NN1)C1=C(C=C(C=C1)N(S(=O)(=O)C)S(=O)(=O)C)N1CCC2(CC2)CC1